OC1=CC=C2C(C3(OC(C2=C1)C)CCCCC3)C3=CC=C(C=C3)N3CCC(CC3)CN3CCN(CC3)C=3C=C1CN(C(C1=CC3)=O)[C@@H]3C(NC(CC3)=O)=O (S)-3-(5-(4-((1-(4-((1S,4S)-7'-hydroxy-1'-methylspiro[cyclohexane-1,3'-isochroman]-4'-yl)phenyl)piperidin-4-yl)methyl)piperazin-1-yl)-1-oxoisoindolin-2-yl)piperidine-2,6-dione